FC(OC1=C(C(=O)N[C@@H]2[C@H](C[C@H](C2)OC(F)(F)F)O)C=C(C=C1F)/C(=C/C=1C=NC=C(C1)OC)/F)F (difluoromethoxy)-3-fluoro-5-[(1Z)-1-fluoro-2-(5-methoxypyridin-3-yl)vinyl]-N-[(1S,2S,4S)-2-hydroxy-4-(trifluoromethoxy)cyclopentyl]benzamide